O=CCCNC(=O)C1=NC=CN=C1 pyrazine-2-carboxylic acid (3-oxo-propyl)-amide